C(C)(C)(C)C1=C(C(=CC=C1)C(C)(C)C)OP([O-])C1=CC=C(C=C1)C1=CC(=CC=C1)P([O-])[O-] (2,6-di-t-butylphenyl)-4,3'-biphenyldiphosphonite